4-(difluoromethoxy)-3,5-difluoro-N-[(4-methoxypyrimidin-5-yl)methyl]benzamide FC(OC1=C(C=C(C(=O)NCC=2C(=NC=NC2)OC)C=C1F)F)F